N-[4-[1-(4-chlorophenyl)-1-methyl-prop-2-ynyl]-1H-imidazol-2-yl]-2,6-difluoro-4-piperazin-1-yl-benzamide ClC1=CC=C(C=C1)C(C#C)(C)C=1N=C(NC1)NC(C1=C(C=C(C=C1F)N1CCNCC1)F)=O